2-(2-chloro-5-nitrobenzyl)-3-methylnaphthalene-1,4-dione ClC1=C(CC=2C(C3=CC=CC=C3C(C2C)=O)=O)C=C(C=C1)[N+](=O)[O-]